oxo-6'-(4-phenoxyphenyl)-1',4'-dihydro-2'H-spiro[pyrrolidine-3,3'-quinoline]-1-carbonitrile O=C1NC2=CC=C(C=C2CC12CN(CC2)C#N)C2=CC=C(C=C2)OC2=CC=CC=C2